C(C)N1OCCC1=O N-ethyl-3-isoxazolidone